methyl sulfide oleate C(CCCCCCC\C=C/CCCCCCCC)(=O)O.CSC